2-(3,4-dichlorophenyl)-1-((5R,8S)-1-fluoro-6,7,8,9-tetrahydro-5H-5,8-epimino-cyclohepta[c]pyridin-10-yl)ethan-1-one ClC=1C=C(C=CC1Cl)CC(=O)N1[C@@H]2CC[C@H]1CC=1C(=NC=CC12)F